C(C1=CC=CC=C1)N1C(=NC2=C1C=C(C=C2N)C=2C(=NOC2C)C)OCC 1-benzyl-6-(3,5-dimethylisoxazol-4-yl)-2-ethoxy-1H-benzo[d]imidazol-4-amine